C(C)(=O)C=1C=C(C=CC1)N=NC=1C=C(C=CC1)NC(=O)NC1=CC(=C(C=C1)Cl)C(F)(F)F {3-[(3-acetylphenyl)diazenyl]phenyl}-3-[4-chloro-3-(trifluoromethyl)phenyl]urea